ClC1=CC(=C(C=C1)[C@@]1(OC2=C(O1)C=CC=C2C2CCN(CC2)CC=2N(C(=C(N2)C)C(=O)OCC)C[C@H]2OCC2)C)F ethyl 2-((4-((S)-2-(4-chloro-2-fluorophenyl)-2-methylbenzo[d][1,3]dioxol-4-yl)piperidin-1-yl)methyl)-4-methyl-1-(((S)-oxetan-2-yl)methyl)-1H-imidazole-5-carboxylate